3-bromodihydro-3-methylfuran-2(3H)-one BrC1(C(OCC1)=O)C